[O-]S(=O)(=O)C(F)(F)F.C(C)[NH+]1CC(CCC1)C 1-ethyl-3-methylpiperidinium triflate